N-(6-(2-chloro-5-fluorophenyl)-3-(2,2-difluoroethyl)-2-methyl-8-oxo-2,6,7,8-tetrahydropyrrolo[3,4-g]indazol-5-yl)-3-fluoro-5-(trifluoromethyl)benzamide ClC1=C(C=C(C=C1)F)C1NC(C2=C1C(=CC1=C(N(N=C21)C)CC(F)F)NC(C2=CC(=CC(=C2)C(F)(F)F)F)=O)=O